6-{{R}-4-((R)-1-(2-aminopyridin-3-yl)ethyl)-8-chloro-10-fluoro-5,6-dihydro-4H-[1,4]oxazepino[5,6,7-de]quinazolin-9-yl}-4-methyl-5-(trifluoromethyl)pyridin-2-amine NC1=NC=CC=C1[C@@H](C)N1CCOC=2C=3C1=NC=NC3C(=C(C2Cl)C2=C(C(=CC(=N2)N)C)C(F)(F)F)F